1-(4-(4-(5-(2,5-Dichlorophenyl)-4,5-dihydroisoxazol-3-yl)thiazol-2-yl)piperidin-1-yl)-2-((5-methoxypyrimidin-4-yl)oxy)ethan-1-on ClC1=C(C=C(C=C1)Cl)C1CC(=NO1)C=1N=C(SC1)C1CCN(CC1)C(COC1=NC=NC=C1OC)=O